C(C=C)(=O)N1CC(CC1)C=1C=C(N2C=NC=CC21)C2=C(C=C(C(=O)NC1=NC=CC=C1)C=C2)F 4-(5-(1-acryloylpyrrolidin-3-yl)pyrrolo[1,2-c]pyrimidin-7-yl)-3-fluoro-N-(pyridin-2-yl)benzamide